(R)-5-chloro-N-(pyrrolidin-3-yl)-4-(1H-pyrrolo[2,3-b]pyridin-3-yl)pyrimidin-2-amine hydrochloride Cl.ClC=1C(=NC(=NC1)N[C@H]1CNCC1)C1=CNC2=NC=CC=C21